4-(4-(tert-butyl)phenyl)pyrrolo[1,2-a]quinoxalin-7-amine C(C)(C)(C)C1=CC=C(C=C1)C=1C=2N(C3=CC=C(C=C3N1)N)C=CC2